(3-chloro-4-(trifluoromethoxy)phenyl)(4-(5-(2-morpholinoethylamino)isoxazol-3-yl)piperidin-1-yl)methanone ClC=1C=C(C=CC1OC(F)(F)F)C(=O)N1CCC(CC1)C1=NOC(=C1)NCCN1CCOCC1